1-(5-(4-((4-([1,2,4]triazolo[1,5-a]pyridin-7-ylmethyl)-3-methylphenyl)amino)pyrido[3,2-d]pyrimidin-6-yl)-2,5-diazabicyclo[2.2.1]heptan-2-yl)prop-2-en-1-one N=1C=NN2C1C=C(C=C2)CC2=C(C=C(C=C2)NC=2C1=C(N=CN2)C=CC(=N1)N1C2CN(C(C1)C2)C(C=C)=O)C